methyl 5-amino-4-chloro-2-fluorobenzoate NC=1C(=CC(=C(C(=O)OC)C1)F)Cl